tert-Butyl 4-((3-(2,3-difluoro-4-methoxyphenyl)imidazo[1,2-a]pyrazin-8-yl)amino)-2-fluoro-6-methylbenzoate FC1=C(C=CC(=C1F)OC)C1=CN=C2N1C=CN=C2NC2=CC(=C(C(=O)OC(C)(C)C)C(=C2)C)F